2-(benzofuran-6-ylsulfonyl)-5,7-dichloro-1,2,3,4-tetrahydroisoquinoline O1C=CC2=C1C=C(C=C2)S(=O)(=O)N2CC1=CC(=CC(=C1CC2)Cl)Cl